di(2-ethyl-propyl-phenyl)silane C(C)C(CC1=C(C=CC=C1)[SiH2]C1=C(C=CC=C1)CC(C)CC)C